[4-(6-Amino-4-methoxy-pyridin-3-yl)-piperazin-1-yl]-(5-cyclopropyl-methoxy-4-methoxy-pyridin-2-yl)-methanone NC1=CC(=C(C=N1)N1CCN(CC1)C(=O)C1=NC=C(C(=C1OC)OC)C1CC1)OC